3-[4-(6-Chloro-pyridin-2-yl)-6-isopropylamino-[1,3,5]triazin-2-ylamino]-N-cyclopropyl-benzamide ClC1=CC=CC(=N1)C1=NC(=NC(=N1)NC(C)C)NC=1C=C(C(=O)NC2CC2)C=CC1